Aminocresole NC1=C(C(=CC=C1)O)C